CC=1N=NN(C1COC=1C=C2CCN(CC2=CN1)C(=O)OC(C)(C)C)C=1C=NC(=CC1)C(F)(F)F tert-butyl 6-({4-methyl-1-[6-(trifluoromethyl)pyridin-3-yl]-1H-1,2,3-triazol-5-yl}methoxy)-1,2,3,4-tetrahydro-2,7-naphthyridine-2-carboxylate